N',N''-dicaffeoyl-spermidine C(\C=C\C1=CC(O)=C(O)C=C1)(=O)N(CCCCN)CCCNC(\C=C\C1=CC(O)=C(O)C=C1)=O